C1(=CC=CC2=CC=CC=C12)C(CS(=O)(=O)C1=CC=CC=C1)=O 1-naphthyl-2-benzenesulfonyl-ethanone